FC1=C(C=CC(=C1)F)C1=CC(=NO1)C(=O)N1[C@H](C2=CC=CC=C2[C@](C1)(C=1C=NN(C1)C)C)C [5-(2,4-difluorophenyl)isoxazol-3-yl]-[(1S,4S)-1,4-dimethyl-4-(1-methylpyrazol-4-yl)-1,3-dihydroisoquinolin-2-yl]methanone